Magnesium(II) Bis(trifluoromethanesulfonyl)imide [N-](S(=O)(=O)C(F)(F)F)S(=O)(=O)C(F)(F)F.[Mg+2].[N-](S(=O)(=O)C(F)(F)F)S(=O)(=O)C(F)(F)F